FC(OC1=CC(=C(C#N)C=C1)NC=1C=C(C=CC1)C)F 4-(difluoromethoxy)-2-(m-tolylamino)benzonitrile